C(C)(C)(C)OC(NC1=NC=CC(=C1)C=1C(=NN2C1CNCC2)C2=CC=C(C=C2)F)=O (4-(2-(4-fluorophenyl)-4,5,6,7-tetrahydropyrazolo[1,5-a]pyrazin-3-yl)pyridin-2-yl)carbamic acid tert-butyl ester